6-(5-chloro-2-fluorophenyl)-3-(oxetan-3-yl)pyridazin-4-amine ClC=1C=CC(=C(C1)C1=CC(=C(N=N1)C1COC1)N)F